Benzyl (5-methyl-1H-imidazol-1-yl)acetate CC1=CN=CN1CC(=O)OCC1=CC=CC=C1